1-(5-(4,4,5,5-tetramethyl-1,3,2-dioxaborolan-2-yl)pyrimidin-2-yl)piperidin-3-ol CC1(OB(OC1(C)C)C=1C=NC(=NC1)N1CC(CCC1)O)C